2,2-Diureidoacetic acid N(C(=O)N)C(C(=O)O)NC(=O)N